1-beta-D-arabinofuranosylcytosine [C@@H]1([C@@H](O)[C@H](O)[C@H](O1)CO)N1C(=O)N=C(N)C=C1